C(C)(C)(C)C1=CN=C(O1)CSC1=CN=C(S1)NCC1CCNCC1 5-(((5-(tert-butyl)oxazol-2-yl)methyl)thio)-N-(piperidin-4-ylmethyl)thiazol-2-amine